[N+](=O)([O-])C1=CC=2N(C3=CC=C(C=C3OC2C=C1)[N+](=O)[O-])C1=CC=CC=C1 2,7-dinitro-10-phenylphenoxazine